C(C1=CC=CC=C1)NC(C1=CC(=CC=C1)C=1C=CC2=C(NC(=N2)NC(C2=CC(=CC=C2)Br)=O)C1)=O N-benzyl-3-(2-(3-bromobenzamido)-1H-benzo[d]imidazol-6-yl)benzamide